4-(2-Amino-2-methylpropanoyl)-N-(1-(4-(2-(4-(azetidin-3-yl)piperidin-1-yl)propyl)phenyl)-2-oxo-1,2-dihydropyrimidin-4-yl)piperazine-1-carboxamide hydrochloride salt Cl.NC(C(=O)N1CCN(CC1)C(=O)NC1=NC(N(C=C1)C1=CC=C(C=C1)CC(C)N1CCC(CC1)C1CNC1)=O)(C)C